[Na].NC1CCC(CC1)CC1CCC(CC1)NCC 2-[4-(4-amino-cyclohexylmethyl)-cyclohexylamino]-ethane sodium